methyl 4-(4-(1,3-dioxolan-2-yl) piperidin-1-yl)-2-cyanobenzoate O1C(OCC1)C1CCN(CC1)C1=CC(=C(C(=O)OC)C=C1)C#N